(4-(3-hydroxyoxetan-3-yl)phenyl)(2-(4-(trifluoromethyl)phenyl)-1,4,6,7-tetrahydro-5H-imidazo[4,5-c]pyridin-5-yl)methanone OC1(COC1)C1=CC=C(C=C1)C(=O)N1CC2=C(CC1)NC(=N2)C2=CC=C(C=C2)C(F)(F)F